(R)-6-((3,5-difluoro-4-(1-(2-fluoroethyl)cyclopropoxy)benzyl)oxy)-10,10a-dihydro-1H-oxazolo[3',4':3,4]imidazo[1,2-c]pyrimidin-8(3H)-one FC=1C=C(COC=2C=C3N(C(N2)=O)C[C@H]2N3COC2)C=C(C1OC1(CC1)CCF)F